tert-Butyl 5-((4-fluorophenyl)sulfonyl)-2,5-diazabicyclo[2.2.1]heptane-2-carboxylate FC1=CC=C(C=C1)S(=O)(=O)N1C2CN(C(C1)C2)C(=O)OC(C)(C)C